ClC1=C(N=C(S1)NC([C@H](C1=CC=C(C=C1)C=1N=NN(N1)C)[C@@H]1CC(CC1)(F)F)=O)C(=O)OC Methyl 5-chloro-2-((S)-2-((S)-3,3-difluorocyclopentyl)-2-(4-(2-methyl-2H-tetrazol-5-yl)phenyl)acetamido)thiazole-4-carboxylate